alpha-glycidoxypropyltriethoxysilane C(C1CO1)OC(CC)[Si](OCC)(OCC)OCC